C1(CC1)OC1=CC=C(C=N1)C1=CC=2C3=C(C=NC2C=C1)N(C(N3[C@H]3C(CN(CC3)C)(F)F)=O)C |r| (R/S)-8-(6-cyclopropoxypyridin-3-yl)-1-(3,3-difluoro-1-methylpiperidin-4-yl)-3-methyl-1,3-dihydro-2H-imidazo[4,5-c]quinolin-2-one